C(C)[C@@H]1N(C[C@H](N(C1)CC1=CC=C(C=C1)OC(F)(F)F)CC)C=1C2=C(N(C(N1)=O)C)C=CC(=N2)C#N 4-((2s,5r)-2,5-diethyl-4-(4-(trifluoromethoxy)benzyl)piperazin-1-yl)-1-methyl-2-oxo-1,2-dihydropyrido[3,2-d]pyrimidine-6-carbonitrile